CC1(C2=CC=CC=C2C=2C=CC(=CC12)C1=CC=C(C2=CC=CC=C12)B1OC(C(O1)(C)C)(C)C)C 2-(4-(9,9-dimethyl-9H-fluoren-2-yl)naphthalen-1-yl)-4,4,5,5-tetramethyl-1,3,2-dioxaborolan